C1(CC1)C([C@@H](C(=O)NC=1C=NN(C1)C(C)C=1C(=NC=CC1)OC)NC(=O)C=1N(N=CC1)C(C)C)C1CC1 N-[(1S)-1-(dicyclopropylmethyl)-2-[[1-[1-(2-methoxy-3-pyridyl)ethyl]pyrazol-4-yl]amino]-2-oxo-ethyl]-2-isopropyl-pyrazole-3-carboxamide